C(C1=CC=CC=C1)OC(=O)N1CC([C@H](CC1)N1CCC(CC1)CC1CCN(CC1)C(=O)OC(C)(C)C)(F)F.BrCC(=O)C1=CN=NN1C 2-bromo-1-(1-methyl-1H-1,2,3-triazol-5-yl)ethan-1-one Benzyl-(4'S)-4-{[1-(tert-butoxycarbonyl)piperidin-4-yl]methyl}-3',3'-difluoro-[1,4'-bipiperidine]-1'-carboxylate